C(C)[Si](OC)(OC)C=C Ethyl-Vinyl-dimethoxysilane